3-amino-N-(4,6-dichloro-3-pyridyl)bicyclo[1.1.1]pentane-1-carboxamide NC12CC(C1)(C2)C(=O)NC=2C=NC(=CC2Cl)Cl